Cl.F[C@H]1CN(CC1)C1=CC=C(C=N1)C=1SC2=C(N1)C=CC(=C2)N2CCNCC2 (R)-2-(6-(3-fluoropyrrolidin-1-yl)pyridin-3-yl)-6-(piperazin-1-yl)benzo[d]thiazole hydrochloride